methyl 5-acetamido-1H-pyrrolo[2,3-b]pyridine-2-carboxylate C(C)(=O)NC=1C=C2C(=NC1)NC(=C2)C(=O)OC